5-fluoro-3-((4-methoxy-3-(piperazin-1-yl)phenyl)sulfonyl)-1-methyl-1H-indole FC=1C=C2C(=CN(C2=CC1)C)S(=O)(=O)C1=CC(=C(C=C1)OC)N1CCNCC1